C1=C(C=C(C(=C1I)O)I)CC(C(=O)NC(CC2=CC(=C(C(=C2)I)O)I)C(=O)O)N The molecule is a dipeptide comprising tyrosine with a tyrosyl residue attached to the alpha-nitrogen and with each tyrosine residue being substituted at the 3- and 5-positions by iodine. It is a dipeptide and an organoiodine compound. It derives from a tyrosine.